NC=1C(=NC(=CN1)C1=C(C=CC(=C1)N1CCOCC1)C(F)(F)F)C(=O)NC1=NC=CC=C1N1CCC(CC1)(C)N 3-Amino-N-(3-(4-amino-4-methylpiperidin-1-yl)pyridin-2-yl)-6-(5-morpholino-2-(trifluoromethyl)phenyl)pyrazin-2-carboxamid